C1(CC1)[C@@H](\C=C(\S(=O)(=O)C)/F)NC(OC(C)(C)C)=O tert-butyl (S,E)-(1-cyclopropyl-3-fluoro-3-(methylsulfonyl)allyl)carbamate